1-(4-(chloromethyl)-2-methoxyphenyl)-5-methyl-3-(trifluoromethyl)-1H-pyrazole ClCC1=CC(=C(C=C1)N1N=C(C=C1C)C(F)(F)F)OC